1-(tetrahydro-2H-pyran-2-yl)-6,7-dihydro-1H-pyrazolo[3,4-f][1,4]oxazepin-8(5H)-one O1C(CCCC1)N1N=CC2=C1C(NCCO2)=O